C(C1=CC=CC=C1)OC(=O)N(C12CN(C(C1)C2)C(=O)OC(C)(C)C)C tert-butyl 4-[benzyloxycarbonyl(methyl)amino]-2-azabicyclo[2.1.1]hexane-2-carboxylate